C(C)N1C2=CC=CC=C2C=2C=C(C=CC12)C1=CC=NC=2N1N=C(C2)C 9-ethyl-3-(2-methylpyrazolo[1,5-a]pyrimidin-7-yl)-9H-carbazole